3-methyl-1-(tetrahydro-2H-pyran-4-yl)-8-(6-(2,2,2-trifluoro-1-(2-(3-methylpyrrolidin-1-yl)ethoxy)ethyl)pyridin-3-yl)-1,3-dihydro-2H-imidazo[4,5-c]cinnolin-2-one CN1C(N(C2=C1N=NC=1C=CC(=CC21)C=2C=NC(=CC2)C(C(F)(F)F)OCCN2CC(CC2)C)C2CCOCC2)=O